bis(triphenylphosphine) copper (I) nitrate [N+](=O)([O-])[O-].[Cu+].C1(=CC=CC=C1)P(C1=CC=CC=C1)C1=CC=CC=C1.C1(=CC=CC=C1)P(C1=CC=CC=C1)C1=CC=CC=C1